FC(C1CCC(CC1)NC(=O)C1=NC(=NC(=C1)C(F)(F)F)N1C=NC=C1)F N-(4-(difluoromethyl)cyclohexyl)-2-(1H-imidazol-1-yl)-6-(trifluoromethyl)pyrimidine-4-carboxamide